4-[5-(aminomethyl)pyrimidin-2-yl]-3-[2-methyl-6-[(3R)-oxolan-3-yl]oxypyrimidin-4-yl]oxybenzonitrile NCC=1C=NC(=NC1)C1=C(C=C(C#N)C=C1)OC1=NC(=NC(=C1)O[C@H]1COCC1)C